C(C)C=1C2=C(N(C1C=1C=C(C=3N(C1)N=CN3)C)C(=O)OC(C)(C)C)C=C(S2)C=O tert-butyl 6-ethyl-2-formyl-5-(8-methyl-[1,2,4]triazolo[1,5-a]pyridin-6-yl)-4H-thieno[3,2-b]pyrrole-4-carboxylate